C(C)(C)(C)OC(=O)N[C@@H](COC)C(=O)O N-(t-Butoxycarbonyl)-O-methyl-L-serine